[Te-2].[Na+].[Na+] sodium telluride